2,4,6-triisopropyl-biphenyl C(C)(C)C1=C(C(=CC(=C1)C(C)C)C(C)C)C1=CC=CC=C1